1-(2-fluoro-5-(trifluoromethyl)phenyl)ethan-1-one-O-methyloxime CON=C(C)C1=C(C=CC(=C1)C(F)(F)F)F